3-(5-oxo-tetrahydrofuran-2-yl)propionic acid O=C1CCC(O1)CCC(=O)O